tert-Butyl (4E)-3,3-dimethyl-4-[3-(3-methylphenyl)prop-2-yn-1-ylidene]piperidine-1-carboxylate CC/1(CN(CC\C1=C/C#CC1=CC(=CC=C1)C)C(=O)OC(C)(C)C)C